1-(4-(2-(2,6-dimethylpyridin-4-yl)-3-isopropyl-1H-indol-5-yl)piperidin-1-yl)-2-((2R,4R)-2-(hydroxymethyl)-4-methoxypyrrolidin-1-yl)ethan-1-one CC1=NC(=CC(=C1)C=1NC2=CC=C(C=C2C1C(C)C)C1CCN(CC1)C(CN1[C@H](C[C@H](C1)OC)CO)=O)C